O1CCN(CC1)C=1C=2N(N=CC1)C=C(N2)C(=O)OC Methyl 8-morpholinoimidazo[1,2-b]pyridazine-2-carboxylate